C(C)OP(OCC)(=O)CC1=CC(=C(C(=C1)C(C)(C)C)O)C(C)(C)C.C(C)(C)(C)OC(N(C)C)N(C)C tertiary butyl-oxybis(dimethylamino)methane diethyl[{3,5-bis(1,1-dimethylethyl)-4-hydroxyphenyl}methyl]phosphonate